O[C@@H](C=O)[C@@H]([C@H]([C@@H](CO)O)O)O (2R,3R,4S,5R)-2,3,4,5,6-pentahydroxyhexanal